C(C1=CC=CC=C1)(C1=CC=CC=C1)N(CCNCCCN)CCCN benzhydryl-N,N'-bis(3-aminopropyl)ethylenediamine